2-Methyl-3-(1,3,3,5,7-pentamethyloctahydrobenzo[c]isoxazol-5-yl)benzonitril CC1=C(C#N)C=CC=C1C1(CC2C(N(OC2(C)C)C)C(C1)C)C